C(C)(=O)O.N(C1=CC=CC=C1)[Na] anilinosodium acetate